C(#N)[C@H](CC1=CC=C(C=C1)C=1C=CC2=C(N(C(O2)=O)C)C1)NC(=O)[C@@]1(CNCCO1)C (2S)-N-[(1S)-1-cyano-2-[4-(3-methyl-2-oxo-1,3-benzoxazol-5-yl)phenyl]ethyl]-2-methylmorpholine-2-carboxamide